N-{(2S,3R)-1-(azetidine-1-carbonyl)-2-[(2,3'-difluoro-5'-methyl[1,1'-biphenyl]-3-yl)methyl]-4,4-difluoropyrrolidin-3-yl}ethanesulfonamide N1(CCC1)C(=O)N1[C@H]([C@H](C(C1)(F)F)NS(=O)(=O)CC)CC=1C(=C(C=CC1)C1=CC(=CC(=C1)C)F)F